Benzoimidazolesulfonamide N1=C(NC2=C1C=CC=C2)S(=O)(=O)N